FC1=C(C(=C(C(=C1F)SC)F)F)CCCNC(OC(C)(C)C)=O tert-butyl (3-(2,3,5,6-tetrafluoro-4-(methylthio)phenyl)propyl)carbamate